C(C)(C)(C)C1=CC=C(C=C1)C(C(F)(F)F)(O)C1=NC2=C(N1CC)C=C(C=C2)C(=O)NC2=CC=C(C=C2)S(NC2CC2)(=O)=O 2-(1-(4-tert-butylphenyl)-2,2,2-trifluoro-1-hydroxyethyl)-N-(4-(N-cyclopropylsulfamoyl)phenyl)-1-ethyl-1H-benzo[d]imidazole-6-carboxamide